2,4-bis(dimethylamino)-2,4,6,8-tetramethylcyclotetrasiloxane CN([Si]1(O[SiH](O[SiH](O[Si](O1)(C)N(C)C)C)C)C)C